BrC=1C=C(C=CC1F)NC(=NO)C1=NON=C1NCCS(NC(C)C)(=O)=O N-(3-bromo-4-fluorophenyl)-N'-hydroxyl-4-((2-(isopropylsulfamoyl)ethyl)amino)-1,2,5-oxadiazol-3-formamidine